FC1=CC2=C(N=CS2)C=C1NC1=C2C(=NC=C1)SC(=C2)C2C(N(CC2)CCO)(C)C 2-(3-(4-((6-Fluorobenzo[d]thiazol-5-yl)amino)thieno[2,3-b]pyridin-2-yl)-2,2-dimethylpyrrolidin-1-yl)ethan-1-ol